N-methyl-2-((3-((1E)-2-(2-pyridinyl)ethenyl)-1H-indazol-6-yl)thio)benzamide CNC(C1=C(C=CC=C1)SC1=CC=C2C(=NNC2=C1)\C=C\C1=NC=CC=C1)=O